ClC=1C=C(C=C(C1OC1=CN(C(C=C1)=O)CC1CCCC1)Cl)N1N=C(C(NC1=O)=O)C#N 2-(3,5-dichloro-4-((1-(cyclopentylmethyl)-6-oxo-1,6-dihydropyridin-3-yl)oxy)phenyl)-3,5-dioxo-2,3,4,5-tetrahydro-1,2,4-triazine-6-carbonitrile